FC(S(=O)(=O)O)(F)F.S1C(=NC2=C1C=CC=C2)OC2=CC=C(C=C2)CCN2CCC(CC2)C(=O)NS(=O)(=O)C2=CC=CC=C2 N-(1-{2-[4-(Benzothiazol-2-yloxy)-phenyl]-ethyl}-piperidine-4-carbonyl)-benzenesulfonamide trifluoromethanesulfonate salt